NC=1C=C(C=C(C1)C(F)(F)F)C1=CC(=CC(=C1)C(F)(F)F)N 3,3'-diamino-5,5'-bistrifluoromethyl-biphenyl